(1S,2R,4R,5R)-7-oxo-3-trimethylsilanyl-6-aza-tricyclo[3.2.1.0(2,4)]octane-6-carboxylic acid tert-butyl ester C(C)(C)(C)OC(=O)N1[C@H]2[C@@H]3C([C@@H]3[C@@H](C1=O)C2)[Si](C)(C)C